diethyl 4-cyclopropyl-1-[2-(1-methyl-1H-benzimidazol-5-yl)-2-oxoethyl]-1H-pyrazole-3,5-dicarboxylate C1(CC1)C=1C(=NN(C1C(=O)OCC)CC(=O)C1=CC2=C(N(C=N2)C)C=C1)C(=O)OCC